C(C)C(COC(C=1C(C(=O)OCC(CCCC)CC)=CC=CC1)=O)CCCC bis-(2-ethylhexyl)phthalate